(4-(7-methoxy-6-(piperidin-4-yloxy)quinazolin-4-yl)phenyl)-2-(4-(trifluoromethyl)phenyl)acetamide COC1=C(C=C2C(=NC=NC2=C1)C1=CC=C(C=C1)C(C(=O)N)C1=CC=C(C=C1)C(F)(F)F)OC1CCNCC1